2-tertiary butyl-anthracene C(C)(C)(C)C1=CC2=CC3=CC=CC=C3C=C2C=C1